FC1C=CCCS(=O)(=O)O1 5-fluoro-3-pentene-1,5-sultone